Cl.Cl.FC1=CC=C(CC2=CC=C3C(CN(C3=C2)C(CN2[C@H](CN[C@@H](C2)C)CN2[C@@H](COCC2)C)=O)(C)CO)C=C1 1-(6-(4-fluorobenzyl)-3-(hydroxymethyl)-3-methylindolin-1-yl)-2-((2R,5R)-5-methyl-2-(((R)-3-methylmorpholino)methyl)piperazin-1-yl)ethanone dihydrochloride